FC(C=1C(=[NH+]C=CC1)CC#N)(F)F 3-(trifluoromethyl)picoliniumcarbonitrile